CN1CCCN(C1=O)C 1,3-dimethyl-3,4,5,6-tetrahydro-2(1H)-pyrimidine